CC=1C(=NC(=NC1)NC1=CC=C(C=C1)N1CCN(CC1)C)NC1=CC(=C(C=C1)Cl)NS(=O)(=O)C(C)(C)C 5-Methyl-N4-(4-chloro-[3-(1,1-dimethylethylsulfonamido)]phenyl)-N2-[4-(4-methylpiperazin-1-yl)phenyl]pyrimidine-2,4-diamine